C(C1=CC=CC=C1)OCCN([C@@H](C)C(=O)OC(C)(C)C)C(=O)OCOP(=O)(OC(C)(C)C)OC(C)(C)C tert-butyl N-(2-(benzyloxy)ethyl)-N-((((di-tert-butoxyphosphoryl)oxy)methoxy)carbonyl)-L-alaninate